ClC=1C=C(C=CC1F)[C@@]1(CC[C@@H]2N(CCN(C2)C(=O)C2=C(C(=CC=C2)OC)Cl)C1)O [(7R,9aS)-7-(3-chloro-4-fluorophenyl)-7-hydroxy-3,4,6,8,9,9a-hexahydro-1H-pyrido[1,2-a]pyrazin-2-yl]-(2-chloro-3-methoxyphenyl)methanone